N-(7-(1H-pyrazol-4-yl)-5H-pyrrolo[3,2-d]pyrimidin-4-yl)-3-amino-2-(3-methoxyphenyl)propanamide N1N=CC(=C1)C1=CNC2=C1N=CN=C2NC(C(CN)C2=CC(=CC=C2)OC)=O